COC(=O)C=1NC=CC1C methyl-pyrrole-2-carboxylic acid methyl ester